3-chloro-5-fluoro-4-(6-((6-((1R,3r,5S)-3-hydroxy-8-azabicyclo[3.2.1]octan-8-yl)pyrimidin-4-yl)amino)-1H-pyrazolo[4,3-c]pyridin-1-yl)benzonitrile ClC=1C=C(C#N)C=C(C1N1N=CC=2C=NC(=CC21)NC2=NC=NC(=C2)N2[C@H]1CC(C[C@@H]2CC1)O)F